3-(3-hydroxyphenyl)propionic acid (3-(3-hydroxyphenyl) propionate) OC=1C=C(C=CC1)CCC(=O)O.OC=1C=C(C=CC1)CCC(=O)O